2'-(2-Chloro-5-fluoropyrimidin-4-yl)-5'-methyl-5',6'-dihydrospiro[cyclopentane-1,7'-pyrrolo[3,2-c]pyridin]-4'(1'H)-one ClC1=NC=C(C(=N1)C1=CC=2C(N(CC3(C2N1)CCCC3)C)=O)F